(S)-1-(2,4-difluorophenyl)-6,8-difluoro-7-(octahydropyrrolo[1,2-a]pyrazinyl)-1,4-dihydro-4-oxoquinoline-3-carboxylic acid FC1=C(C=CC(=C1)F)N1C=C(C(C2=CC(=C(C(=C12)F)[C@H]1C2N(CCN1)CCC2)F)=O)C(=O)O